4-aminobicyclo[2.2.1]Heptane-1-carboxylic acid NC12CCC(CC1)(C2)C(=O)O